FC(S(=O)(=O)[O-])(F)F.C(C)(C)(C)OC1=CC=C(C=C1)C1=C(C(=C(C=C1)[SH2+])C1=CC=C(C=C1)OC(C)(C)C)C1=CC=C(C=C1)OC(C)(C)C tris(p-tert-butoxyphenyl)phenylsulfonium trifluoromethanesulfonate